tert-butyl (R)-3-(4-(3-cyanoisoxazol-5-yl)-N-(8-methylisoquinolin-1-yl)piperidine-1-carboxamido)piperidine-1-carboxylate C(#N)C1=NOC(=C1)C1CCN(CC1)C(=O)N(C1=NC=CC2=CC=CC(=C12)C)[C@H]1CN(CCC1)C(=O)OC(C)(C)C